(2-hydroxy-4-methoxy-phenyl)-phenyl-methanone OC1=C(C=CC(=C1)OC)C(=O)C1=CC=CC=C1